N[C@@H](CCCCNC([C@H](CCCCN)N)=O)C(N(C1C2CCC(C1C1=CC=CC=C1)C2)CC)=O (S)-2,6-Diamino-hexanoic acid {(S)-5-amino-5-[ethyl-(3-phenyl-bicyclo[2.2.1]hept-2-yl)-carbamoyl]-pentyl}-amide